BrC=1C=NN2C1N=C(N=C2NCC2=NC1=C(N2COCC[Si](C)(C)C)C(=CC=C1)CCNC(OC(C)(C)C)=O)SC tert-butyl {2-[2-({[8-bromo-2-(methylsulfanyl)pyrazolo[1,5-a][1,3,5]triazin-4-yl]amino}methyl)-1-{[2-(trimethylsilyl)ethoxy]methyl}-1H-benzimidazol-7-yl]ethyl}carbamate